N-((2R)-1-(2-(2-(dimethylamino)ethyl)-1,3-dioxo-4-phenyl-2,8-diazaspiro[4.5]decan-8-yl)-3-methyl-1-oxobutan-2-yl)-2-fluoro-5-(trifluoromethyl)benzamide CN(CCN1C(C2(C(C1=O)C1=CC=CC=C1)CCN(CC2)C([C@@H](C(C)C)NC(C2=C(C=CC(=C2)C(F)(F)F)F)=O)=O)=O)C